methyl 8-(6-tert-butylpyridin-3-yl)-7-cyano-6-oxo-2H,3H,4H,6H-pyrimido[2,1-b][1,3]thiazine-3-carboxylate C(C)(C)(C)C1=CC=C(C=N1)C=1N=C2SCC(CN2C(C1C#N)=O)C(=O)OC